4-bis(4-fluorophenyl)methyl-2,6-dimethylaniline FC1=CC=C(C=C1)C(C1=CC(=C(N)C(=C1)C)C)C1=CC=C(C=C1)F